ClC=1C=NC=C(C1SC(F)(F)F)Cl 3,5-dichloro-4-((trifluoromethyl)thio)pyridine